2-(3-(1-(4-methyl-4H-1,2,4-triazol-3-yl)cyclobutyl)phenyl)-6-(((1-methylcyclobutyl)amino)methyl)-4-(trifluoromethyl)isoindolin-1-one CN1C(=NN=C1)C1(CCC1)C=1C=C(C=CC1)N1C(C2=CC(=CC(=C2C1)C(F)(F)F)CNC1(CCC1)C)=O